3-(5-bromopyrimidin-2-yl)-3-[(tert-butyldimethylsilyl)oxy]-1-methylcyclobutan-1-ol BrC=1C=NC(=NC1)C1(CC(C1)(O)C)O[Si](C)(C)C(C)(C)C